(S)-1-phenylethyl ((S)-2-amino-3-(4-carbamoylphenyl)propyl)carbamate N[C@H](CNC(O[C@@H](C)C1=CC=CC=C1)=O)CC1=CC=C(C=C1)C(N)=O